7-(1-Cyanocyclopropyl)-3-iodoimidazo[1,2-a]pyridine-2-carboxylic acid ethyl ester C(C)OC(=O)C=1N=C2N(C=CC(=C2)C2(CC2)C#N)C1I